7,8-diamino-2-(4-(trifluoromethoxy)phenyl)-3,4-dihydro-2H-benzo[b][1,4,5]oxathiazepine 1,1-dioxide NC=1C(=CC2=C(OCCN(S2(=O)=O)C2=CC=C(C=C2)OC(F)(F)F)C1)N